4-(2-hydroxyethyl)-1-piperazinesulfonic acid OCCN1CCN(CC1)S(=O)(=O)O